[N+](=O)([O-])C=1C=C(C=CC1[N+](=O)[O-])N1C[C@@H](OCC1)C(F)(F)F |r| (rac)-4-(3,4-dinitrophenyl)-2-(trifluoromethyl)morpholine